2-Amino-4-bromo-6-fluoro-benzonitrile NC1=C(C#N)C(=CC(=C1)Br)F